1-(4-methoxybenzyl)-3a,7a-dihydro-1H-7-azaindole COC1=CC=C(CN2C=CC3C=CC=NC23)C=C1